O1C(CCCC1)C(=O)[O-] tetrahydropyran-2-carboxylate